(4S)-1-(2,2-dioxo-2λ6-thiaspiro[3.3]hept-6-yl)-5,5-difluoro-3-(trifluoromethyl)-4,6-dihydro-cyclopenta[c]pyrazol-4-ol O=S1(CC2(C1)CC(C2)N2N=C(C1=C2CC([C@H]1O)(F)F)C(F)(F)F)=O